3-(4-dimethylaminobenzylamino)-1,3-thiazolidine-2,4-dione CN(C1=CC=C(CNN2C(SCC2=O)=O)C=C1)C